C1=C(CCC2=CC=CC=C12)S(=O)(=O)F 3,4-dihydronaphthalene-2-sulfonylfluoride